(E)-3-(bicyclo[4.2.0]octa-1(6),2,4-trien-3-yl)acrylic acid C1=2C=C(C=CC2CC1)/C=C/C(=O)O